1-(5-(4-((1-(2,6-Dimethoxy-4-(2-methyl-1-oxo-1,2-dihydro-2,7-naphthyridin-4-yl)benzyl)piperidin-4-yl)oxy)piperidine-1-carbonyl)-2-methylphenyl)dihydropyrimidine-2,4(1H,3H)-dione COC1=C(CN2CCC(CC2)OC2CCN(CC2)C(=O)C=2C=CC(=C(C2)N2C(NC(CC2)=O)=O)C)C(=CC(=C1)C1=CN(C(C2=CN=CC=C12)=O)C)OC